4-(8-methyl-2-methylsulfanyl-7-oxo-pyrido[2,3-d]pyrimidin-6-yl)-3-phenyl-piperazine-1-carboxylic acid tert-butyl ester C(C)(C)(C)OC(=O)N1CC(N(CC1)C1=CC2=C(N=C(N=C2)SC)N(C1=O)C)C1=CC=CC=C1